2-fluoro-N-[1-[2-[[1-(2-hydroxyethyl)pyrazol-4-yl]amino]-8-methyl-7-oxo-pyrido[2,3-d]pyrimidin-6-yl]-3-piperidyl]prop-2-enamide FC(C(=O)NC1CN(CCC1)C1=CC2=C(N=C(N=C2)NC=2C=NN(C2)CCO)N(C1=O)C)=C